(1S,2S)-2-(4-((1H-imidazol-1-yl)methyl)phenyl)cyclopropane-1-carboxylic acid N1(C=NC=C1)CC1=CC=C(C=C1)[C@@H]1[C@H](C1)C(=O)O